O.CC1=CC=C(C=C1)S(=O)(=O)O p-toluenesulfonate hydrate